ClC=1C=CC(=C2C=CC(=NC12)OC1=CC=C(C=C1)OC(F)(F)F)OCCN1CCOCC1 4-(2-((8-chloro-2-(4-(trifluoromethoxy)phenoxy)quinolin-5-yl)oxy)ethyl)morpholine